cyclopentadienyliron(II) hexafluorophosphate F[P-](F)(F)(F)(F)F.C1(C=CC=C1)[Fe+]